5-(2,2-Difluoroethoxy)-8-methyl-2-(3-methyl-1-benzofuran-2-yl)quinoline FC(COC1=C2C=CC(=NC2=C(C=C1)C)C=1OC2=C(C1C)C=CC=C2)F